6-Chinolin-7-yl-5-[1-(4,4,4-trifluoro-3,3-dimethylbutyl)-1H-pyrazol-4-yl]pyridin-2-carbonitril N1=CC=CC2=CC=C(C=C12)C1=C(C=CC(=N1)C#N)C=1C=NN(C1)CCC(C(F)(F)F)(C)C